NC1CCC(CC1)[N-]C1=CC2=CC=C(C=C2C=C1)O N-(4-aminocyclohexyl)-6-hydroxy-β-naphthylamide